O1OCCCCCCCCC1 dioxacycloundecane